(2-methyl-2-oxiranyl)-2-phenylethylamine CC1(OC1)NCCC1=CC=CC=C1